(R)-Benzyl 2-((R)-2-amino-3-phenylpropanamido)-4-methylpentanoate N[C@@H](C(=O)N[C@@H](C(=O)OCC1=CC=CC=C1)CC(C)C)CC1=CC=CC=C1